CC=1C(=C(CC2=C(C#N)C=CC=C2)C=C(C1)C)OCCN1CCOCC1 (3,5-Dimethyl-2-(2-morpholinoethoxy)benzyl)benzonitrile